FC=1C(=CC(=C(C(=O)NC2=C(C=CC=C2)F)C1)O[C@H](C(F)(F)F)C)N1N=C(N(C1=O)C)C(C)C 5-fluoro-N-(2-fluorophenyl)-4-[4-methyl-5-oxo-3-(propan-2-yl)-4,5-dihydro-1H-1,2,4-triazol-1-yl]-2-{[(2S)-1,1,1-trifluoropropan-2-yl]oxy}benzamide